C[C@H]([C@@H](C(=O)N[C@@H](C)C(=O)N[C@@H](CO)C(=O)O)N)O The molecule is a tripeptide composed of L-threonine, L-alanine, and L-serine joined by peptide linkages. It has a role as a metabolite. It derives from a L-threonine, a L-alanine and a L-serine.